1-(benzyloxy)hex-5-en-2-ol C(C1=CC=CC=C1)OCC(CCC=C)O